NC=1C=NC2=CC(=C(C=C2C1NCCC[C@H](C)OC1=NC=C(C=C1[C@@H]1N(C[C@H](C1)F)C(=O)OC(C)(C)C)F)Br)F tert-butyl (2R,4S)-2-(2-((S)-5-(3-amino-6-bromo-7-fluoroquinolin-4-ylamino) pent-2-yloxy)-5-fluoropyridin-3-yl)-4-fluoropyrrolidine-1-carboxylate